(4S)-5,5-difluoro-1-[(3s,5s)-1,1-difluorospiro[2.3]hexan-5-yl]-3-(trifluoromethyl)-4,6-dihydrocyclopenta[c]pyrazol-4-ol FC1([C@H](C2=C(N(N=C2C(F)(F)F)C2CC3(CC3(F)F)C2)C1)O)F